C(C=C)(=O)O.C(C=C)(=O)O.C(C=C)(=O)O.C(C)OCCCC ethoxymethylpropane triacrylate